FC1(COC1)CNC(=O)C1=C(OC2=C1C=C(C=C2)OCC2=CN=C(S2)C)C N-((3-fluorooxetan-3-yl)methyl)-2-methyl-5-((2-methylthiazol-5-yl)methoxy)benzofuran-3-carboxamide